2-[1-[6-Methyl-4-oxo-2-(4-pyrrolidin-1-ylphenyl)chromen-8-yl]ethylamino]benzoic acid CC=1C=C2C(C=C(OC2=C(C1)C(C)NC1=C(C(=O)O)C=CC=C1)C1=CC=C(C=C1)N1CCCC1)=O